FC=1C=C(C=C(C1)C(=O)N)C(F)(F)F L-5-fluoro-3-(trifluoromethyl)benzene-1-carboxamide